6-(6-(1-(8-isopropyl-8-azabicyclo[3.2.1]octan-3-yl)piperidin-4-yl)-4-methyl-1H-benzo[d]imidazol-2-yl)-8-methoxy-[1,2,4]triazolo[1,5-a]pyridine C(C)(C)N1C2CC(CC1CC2)N2CCC(CC2)C=2C=C(C1=C(NC(=N1)C=1C=C(C=3N(C1)N=CN3)OC)C2)C